1-butyl-3-methylimidazole bis(trifluoromethanesulfonyl) sulfide salt FC(S(=O)(=O)SS(=O)(=O)C(F)(F)F)(F)F.C(CCC)N1CN(C=C1)C